[Te-2].[Cd+2].[Hg+] Mercury-cadmium-telluride